ClC1=CC=C2C(=N1)N=C(O2)N2CCN(CC2)C(=O)C2=CC(=C(C=C2)C2=NN(N=C2)CC(C)(C)C)C [4-(5-chlorooxazolo[4,5-b]pyridin-2-yl)piperazin-1-yl]-[4-[2-(2,2-dimethylpropyl)triazol-4-yl]-3-methyl-phenyl]methanone